(3R,4R)-3-fluoro-4-[3-[5-(methoxymethoxy)-2-methyl-1,3-benzothiazol-6-yl]pyrrolo[2,3-c]pyridazin-7-yl]-2,2-dimethyl-piperidine-1-carboxylic acid benzyl ester C(C1=CC=CC=C1)OC(=O)N1C([C@@H]([C@@H](CC1)N1C=CC2=C1N=NC(=C2)C2=CC1=C(N=C(S1)C)C=C2OCOC)F)(C)C